2-((2-(3,4-difluorophenyl)-7-glycyl-8,8-dimethyl-5,6,7,8-tetrahydroimidazo[1,2-a]pyrazin-3-yl)amino)-5-fluoroisonicotinonitrile FC=1C=C(C=CC1F)C=1N=C2N(CCN(C2(C)C)C(CN)=O)C1NC=1C=C(C#N)C(=CN1)F